CN1C2=C(C=CC1=O)N(C=C2C2=NC(=NC(=C2)OC2=CC=C(C=C2)C(F)(F)F)C)CC(=O)N 2-(4-methyl-3-{2-methyl-6-[4-(trifluoromethyl)phenoxy]pyrimidin-4-yl}-5-oxo-1H,4H,5H-pyrrolo[3,2-b]pyridin-1-yl)acetamide